C(#N)C=1C=C(C=CC1)C[C@@H](C(=O)O)N(C)C(=O)OCC1C2=CC=CC=C2C=2C=CC=CC12 (2S)-3-(3-cyanophenyl)-2-[9H-fluoren-9-yl-methoxycarbonyl-(methyl)amino]propanoic acid